isoundecyl-ammonium C(CCCCCCCC(C)C)[NH3+]